6-(benzylamino)-1-ethyl-3,5-diphenyl-3,5-dihydroimidazo[4,5-c][1,2]thiazine-4(1H)-one 2,2-dioxide C(C1=CC=CC=C1)NC=1N(C2=C(N(S(C(C2=O)C2=CC=CC=C2)(=O)=O)CC)N1)C1=CC=CC=C1